OC(C(=O)NC1=CC=CC=C1)C1=CC=CC=C1 2-Hydroxy-N,2-diphenylacetamide